(R)-N-((1-(1-(benzo[b]thiophen-6-yl)-4-(hydroxyamino)-4-oxobutan-2-yl)-1H-1,2,3-triazol-4-yl)methyl)-4-fluorobenzamide S1C2=C(C=C1)C=CC(=C2)C[C@H](CC(=O)NO)N2N=NC(=C2)CNC(C2=CC=C(C=C2)F)=O